3-(1-(2-azabicyclo[2.1.1]hexan-5-yl)-2-(1-(cyclopropanecarbonyl)-4-(m-tolyloxy)pyrrolidin-2-yl)-7-(2,3-dichlorophenyl)-6-fluoro-4-methyl-1H-pyrrolo[3,2-c]quinolin-8-yl)propanenitrile C12NCC(C1N1C(=CC=3C(=NC=4C(=C(C(=CC4C31)CCC#N)C3=C(C(=CC=C3)Cl)Cl)F)C)C3N(CC(C3)OC=3C=C(C=CC3)C)C(=O)C3CC3)C2